C(C)OC1=CC=C(C=C1)C1=CN=CC(=N1)C(=O)NN1CC2=C(CCC1)C=CC(=C2)OC 6-(4-ethoxyphenyl)-N-(8-methoxy-1,3,4,5-tetrahydro-2H-benzo[c]azepin-2-yl)pyrazine-2-carboxamide